(9-((2-(Nicotinamido)Ethyl)Amino)Nonyl)Triphenylphosphonium butyl-2-(4-((5-cyclopropyl-1H-pyrazol-3-yl)amino)quinazolin-2-yl)-2,7-diazaspiro[3.5]nonane-7-carboxylate C(CCC)OC(=O)N1CCC2(CN(C2)C2=NC3=CC=CC=C3C(=N2)NC2=NNC(=C2)C2CC2)CC1.C(C1=CN=CC=C1)(=O)NCCNCCCCCCCCC[P+](C1=CC=CC=C1)(C1=CC=CC=C1)C1=CC=CC=C1